C1=CN=NN=N1 Tetrazine